N-(1-(azetidin-1-ylmethyl)cyclopropyl)-2-(4-chloro-1H-pyrrolo[2,3-b]pyridin-1-yl)butanamide N1(CCC1)CC1(CC1)NC(C(CC)N1C=CC=2C1=NC=CC2Cl)=O